C1C=CC(=CN1[C@H]2[C@@H]([C@@H]([C@H](O2)COP(=O)([O-])OP(=O)([O-])OC[C@@H]3[C@H]([C@H]([C@@H](O3)N4C=NC5=C(N=CN=C54)N)O)O)O)O)C(=O)N The molecule is an organophosphate oxoanion arising from deprotonation of the phosphate and diphosphate OH groups of 6-hydro-beta-NAD; major species at pH 7.3. It is a conjugate base of a 6-hydro-beta-NAD.